N=1N=CN(C1)[C@@H](CO)C (R)-2-(4H-1,2,4-triazol-4-yl)propan-1-ol